ClC1=C(N)C=CC=C1OC1=CC=2C=3N(C=NC2C=C1)CC(N3)(C)C 2-chloro-3-((2,2-dimethyl-2,3-dihydroimidazo[1,2-c]quinazolin-9-yl)oxy)aniline